C(C)C1(COC1)COCCOCC1(COC1)CC ethylene glycol e-bis(3-ethyl-3-oxetanylmethyl) ether